3-({[(2S)-2-(methyloxy)cyclopentyl]Amino}methyl)azetidin-3-ol trimethyl-3,3',3''-phosphinetriyltripropanoate CC(C(C(=O)O)(C)C)P(CCC(=O)O)CCC(=O)O.CO[C@@H]1C(CCC1)NCC1(CNC1)O